C1(CC1)OC=1C=C(C(=O)NC)C=C(C1)C=O 3-CYCLOPROPOXY-5-FORMYL-N-METHYLBENZAMIDE